FC(C1CN(C1)C1=NC=C(C=N1)N)F 2-(3-(difluoromethyl)azetidin-1-yl)pyrimidin-5-amine